rel-2-((1S,4S,7S)-7-amino-2-azabicyclo[2.2.1]heptan-2-yl)-5-(4-chloro-2-ethyl-2H-indazol-5-yl)-3-methyl-3,7-dihydro-4H-pyrrolo[2,3-d]pyrimidin-4-one N[C@@H]1[C@H]2N(C[C@@H]1CC2)C=2N(C(C1=C(N2)NC=C1C1=C(C2=CN(N=C2C=C1)CC)Cl)=O)C |o1:1,2,5|